NC1=NC=2C=CC(=CC2C2=C1C=NN2C)C(=O)N(CC2=NC=C(C=C2)C(F)(F)F)N2C=CC=1C2=NC=CC1 4-amino-1-methyl-N-(1H-pyrrolo[2,3-b]pyridin-1-yl)-N-((5-(trifluoromethyl)pyridin-2-yl)methyl)-1H-pyrazolo[4,3-c]quinoline-8-carboxamide